CN1[C@H](CCCC1)C(=O)O (R)-N-methyl-pipecolic acid